Cl.O=C1C2=C(C=NN1)N=C(N=C2NC2=CC=C(C=C2)CN2CCNCC2)C2=CC=C(C(=O)OC)C=C2 Methyl 4-(5-oxo-4-(4-(piperazin-1-ylmethyl)phenylamino)-5,6-dihydropyrimido[4,5-d]pyridazin-2-yl)benzoate hydrochloride